dibutyl ethanedioate C(C(=O)OCCCC)(=O)OCCCC